ClC=1C2=C(N=C(N1)CC)SC=C2 4-chloro-2-ethylthieno[2,3-d]pyrimidine